(R)-2-(1-(4-bromo-3-fluorophenyl)cyclopropyl)-2-((tert-butoxycarbonyl)-amino)acetic acid BrC1=C(C=C(C=C1)C1(CC1)[C@H](C(=O)O)NC(=O)OC(C)(C)C)F